methyl 3-(2,3-difluorophenyl)-4,5-dihydro-1H-benzo[g]indole-2-carboxylate FC1=C(C=CC=C1F)C1=C(NC=2C3=C(CCC12)C=CC=C3)C(=O)OC